4-CHLORO-6-(3,3-DIFLUOROCYCLOBUTOXY)-2-(METHYLTHIO)PYRIMIDINE ClC1=NC(=NC(=C1)OC1CC(C1)(F)F)SC